4-(aminomethyl)-6-(5-(dimethylamino)-1-methyl-1H-pyrazol-4-yl)phthalazin-1(2H)-one NCC1=NNC(C2=CC=C(C=C12)C=1C=NN(C1N(C)C)C)=O